C(C)(C)(C)OC(=O)N[C@H](CO)C=1C=CC(=C(C(=O)OC)C1)Cl methyl (S)-5-(1-((tert-butoxycarbonyl) amino)-2-hydroxyethyl)-2-chlorobenzoate